6-[(2-methoxyethylamino)methyl]-5-(2-trimethylsilylethoxy-methyl)-3H-pyrrolo[3,2-d]pyrimidin-4-one COCCNCC1=CC=2N=CNC(C2N1COCC[Si](C)(C)C)=O